2-cyano-4-((2S)-1-((5-methoxy-7-methyl-1H-indol-4-yl)methyl)-4-(3,3,3-trifluoropropyl)piperazin-2-yl)benzoic acid C(#N)C1=C(C(=O)O)C=CC(=C1)[C@@H]1N(CCN(C1)CCC(F)(F)F)CC1=C2C=CNC2=C(C=C1OC)C